5-[1-(3-bromo-5-chloro-phenyl)-3-methyl-cyclobutyl]-4-methyl-1,2,4-triazole-3-thiol BrC=1C=C(C=C(C1)Cl)C1(CC(C1)C)C=1N(C(=NN1)S)C